(3-(3-((2-(2-methoxyethoxy)ethyl)carbamoyl)phenyl)imidazo[1,2-a]pyridin-6-yl)(methyl)carbamate COCCOCCNC(=O)C=1C=C(C=CC1)C1=CN=C2N1C=C(C=C2)OC(NC)=O